C(CCCCCCCCCCCCCCCCC)(=O)NCN(C)CCC stearamido-propyldimethylamine